ethyl 3-(4-(6-methoxypyridazin-3-yl) phenyl)-3-oxopropionate COC1=CC=C(N=N1)C1=CC=C(C=C1)C(CC(=O)OCC)=O